COC(CC(C)N1C(=NC2=C1C=C(C=C2F)Br)C)=O 3-(6-bromo-4-fluoro-2-methyl-1H-benzo[d]imidazol-1-yl)butanoic acid methyl ester